C=CCCC pent-1-ene